(S)-tert-Butyl 4'-((5-((1-(2-fluoro-4-(trifluoromethyl)phenyl)ethyl)carbamoyl)-2,3-dimethyl-1H-indol-1-yl)methyl)-[1,1'-biphenyl]-2-carboxylate FC1=C(C=CC(=C1)C(F)(F)F)[C@H](C)NC(=O)C=1C=C2C(=C(N(C2=CC1)CC1=CC=C(C=C1)C=1C(=CC=CC1)C(=O)OC(C)(C)C)C)C